CC1=NOC(=C1NC(O[C@H](C)C1=CC=CC=C1)=O)C1CCN(CC1)C1=CC=C(C=C1)C1(CC1)C(NS(=O)(=O)CC=C)=O (1R)-1-phenylethyl N-{3-methyl-5-[1-(4-{1-[(prop-2-ene-1-sulfonyl)carbamoyl]cyclopropyl}phenyl)piperidin-4-yl]-1,2-oxazol-4-yl}carbamate